COC=1C=C(C=CC1OC)C=1NC2=CC=C(C=C2C1CC)C(=O)NCC=1N=C(SC1)C1=CC=CC=C1 2-(3,4-dimethoxyphenyl)-3-ethyl-N-((2-phenylthiazol-4-yl)methyl)-1H-indole-5-carboxamide